O=C1NC(CCC1C1=CC=C(OCCCCNC(OC(C)(C)C)=O)C=C1)=O tert-butyl (4-(4-(2,6-dioxopiperidin-3-yl)phenoxy)butyl)carbamate